2-chloro-N-((1R,2R,4S)-7-cyano-7-azabicyclo[2.2.1]heptan-2-yl)-4-((3S)-3-cyano-1-piperidinyl)benzamide ClC1=C(C(=O)N[C@H]2[C@H]3CC[C@@H](C2)N3C#N)C=CC(=C1)N1C[C@H](CCC1)C#N